FC=1C(=NC=CC1CC=1C=NC=C(C1C)NC=1C(=CC2=C(OCCO2)C1)F)NS(NC)(=O)=O 3-fluoro-4-[[5-[(6-fluoro-2,3-dihydro-1,4-benzodioxin-7-yl)amino]-4-methyl-3-pyridyl]methyl]-N-(methylsulfamoyl)pyridin-2-amine